NC=1N=CC(=NC1)C1=CC=C2C(=NN(C2=C1)C)NC(=O)NC1=CC(=C(C=C1)CN1CCN(CC1)C)C(F)(F)F 1-(6-(5-aminopyrazin-2-yl)-1-methyl-1H-indazol-3-yl)-3-(4-((4-methylpiperazin-1-yl)methyl)-3-(trifluoromethyl)phenyl)urea